N[C@@H]1CC=CC[C@H]1C1=C(C=2N=C(N=C(C2S1)NCC1=CC=CC=C1)Cl)I 6-((1R,6R)-6-aminocyclohex-3-en-1-yl)-N-benzyl-2-chloro-7-iodothieno[3,2-d]pyrimidin-4-amine